2-(1-Benzyl-6-methyl-2-oxo-1,2-dihydropyridin-4-yl)-4-fluorobenzoic acid methyl ester COC(C1=C(C=C(C=C1)F)C1=CC(N(C(=C1)C)CC1=CC=CC=C1)=O)=O